ClC=1C=C(C=C2C3(C(N(C12)C)=O)CC3)C3N(CCCC3)C(=O)OC(C)(C)C tert-Butyl 2-(7'-chloro-1'-methyl-2'-oxospiro[cyclopropane-1,3'-indoline]-5'-yl)piperidine-1-carboxylate